BrC=1C=C(C=C2C(N(C(=NC12)S(=O)(=O)CC)C1CC1)=O)C 8-bromo-3-cyclopropyl-2-(ethylsulfonyl)-6-methylquinazolin-4(3H)-one